((2S,7aS)-2-((4-iodobenzyl)oxy)tetrahydro-1H-pyrrolizin-7a(5H)-yl)methanol IC1=CC=C(CO[C@H]2C[C@@]3(CCCN3C2)CO)C=C1